N1=C(C=NC=C1)C1(N=CCC12CCCCC2)N pyrazin-2-yl-2-azaspiro[4.5]dec-2-en-1-amine